[1-(3-chloro-2-piperazin-1-yl-6-quinolyl)-3-piperidyl]methanamine ClC=1C(=NC2=CC=C(C=C2C1)N1CC(CCC1)CN)N1CCNCC1